ethyl 5-((tert-butoxycarbonyl) amino)-6-chloropyrazolo[1,5-a]pyridine-3-carboxylate C(C)(C)(C)OC(=O)NC1=CC=2N(C=C1Cl)N=CC2C(=O)OCC